CC=1C=C(CS)C=C(C1)C 3,5-dimethylbenzyl mercaptan